ethyl (E)-3-(4-bromothiazol-2-yl)-2-fluoroacrylate BrC=1N=C(SC1)/C=C(\C(=O)OCC)/F